tert-butyl (1R,2S)-2-[1-(tert-butoxycarbonyl)-3-{[3-ethoxy-6-(1,3-thiazol-2-yl)pyridin-2-yl]amino}indazol-6-yl]-5'-methoxy-2'-oxospiro[cyclopropane-1,3'-indole]-1'-carboxylate C(C)(C)(C)OC(=O)N1N=C(C2=CC=C(C=C12)[C@@H]1C[C@@]12C(N(C1=CC=C(C=C21)OC)C(=O)OC(C)(C)C)=O)NC2=NC(=CC=C2OCC)C=2SC=CN2